Cis-1-methyl-4-(1-methylvinyl)cyclohex-2-en-1-ol C[C@@]1(C=C[C@H](CC1)C(=C)C)O